2-(isoindolin-2-ylmethyl)-5-((4-methyl-1-(methylsulfonyl)piperidin-4-yl)methoxy)-4H-pyran-4-one C1N(CC2=CC=CC=C12)CC=1OC=C(C(C1)=O)OCC1(CCN(CC1)S(=O)(=O)C)C